C(C)(=O)OCCC(CCC)SC 3-(METHYLTHIO)HEXYL ACETATE